C[C@@H](C1=CC=CC2=CC=CC=C21)N=C=O (S)-(+)-1-(1-naphthyl)ethyl isocyanate